N-(3-(2,6-dioxopiperidin-3-yl)-2-methylquinolin-5-yl)-2-(trifluoromethoxy)benzenesulfonamide O=C1NC(CCC1C=1C(=NC2=CC=CC(=C2C1)NS(=O)(=O)C1=C(C=CC=C1)OC(F)(F)F)C)=O